ClC=1C(=C(C=CC1)NC1=C(NC2=C1C(NCC2)=O)C2=NC(=NC=C2)C(F)(F)F)OC 3-[(3-chloro-2-methoxyphenyl)amino]-2-[2-(trifluoromethyl)pyrimidin-4-yl]-1H,5H,6H,7H-pyrrolo[3,2-c]pyridin-4-one